COC=1C=C(C=2C=CC3=C(C=C(C=4C=CC1C2C43)S(=O)(=O)[O-])S(=O)(=O)[O-])S(=O)(=O)[O-].[Na+].[Na+].[Na+] trisodium 8-methoxypyrene-1,3,6-trisulfonate